Cl.Cl.OC1CC(NC1)C(=O)NCC1=CC=C(C=C1)C1=C(N=CS1)C 4-hydroxy-N-(4-(4-methylthiazol-5-yl)benzyl)pyrrolidine-2-Formamide dihydrochloride